methylene-2,4-dicarbonyl-pentane C=CC(CC(C)=C=O)=C=O